5-(1-(2,2-difluoroethyl)-2-methyl-1H-benzo[d]imidazol-6-yl)-6-fluoro-N-((3R,4S)-4-fluoro-1-(oxetan-3-yl)pyrrolidin-3-yl)-4-methoxypyrrolo[2,1-f][1,2,4]triazin-2-amine FC(CN1C(=NC2=C1C=C(C=C2)C=2C(=CN1N=C(N=C(C12)OC)N[C@@H]1CN(C[C@@H]1F)C1COC1)F)C)F